7-((3S,5S)-3,5-dimethylpiperazin-1-yl)-2-methoxy-N-(1-methyl-6-oxo-1,6-dihydropyridin-3-yl)benzo[d]thiazole-4-carboxamide 2,2,2-trifluoroacetate FC(C(=O)O)(F)F.C[C@H]1CN(C[C@@H](N1)C)C=1C=CC(=C2N=C(SC21)OC)C(=O)NC2=CN(C(C=C2)=O)C